ethan-1,1-d2-1-amine C(C)(N)([2H])[2H]